fructosyl-proline OCC1([C@@H](O)[C@H](O)[C@H](O1)CO)N1[C@@H](CCC1)C(=O)O